OC1[C@H](CN(C[C@H]1C)C=1C=C2C(=CC=NC2=CC1)C(=O)O)C 6-((3S,4s,5R)-4-Hydroxy-3,5-dimethylpiperidin-1-yl)quinoline-4-carboxylic acid